COC1=CC=C(COCC2=C3C(=C(N=C2)C(=O)OC)OC(OC3)(C)C)C=C1 Methyl 5-((4-methoxybenzyloxy)methyl)-2,2-dimethyl-4H-[1,3]dioxino[4,5-c]pyridine-8-carboxylate